Methyl (S)-3-(4-chlorophenyl)-4-(morpholine-4-carbonyl)-2,3,4,5-tetrahydrobenzo[f][1,4]oxazepine-8-carboxylate ClC1=CC=C(C=C1)[C@H]1COC2=C(CN1C(=O)N1CCOCC1)C=CC(=C2)C(=O)OC